4-Cyano-4-phenyl-N-{2-[4-(propan-2-yl)piperazin-1-yl]phenyl}piperidine-1-carboxamide C(#N)C1(CCN(CC1)C(=O)NC1=C(C=CC=C1)N1CCN(CC1)C(C)C)C1=CC=CC=C1